BrC=1C(=C(C=CC1)C1=CC=C(C(=N1)OC)CNC1CCC(CC1)C(=O)OC)Cl methyl (1r,4r)-4-(((6-(3-bromo-2-chlorophenyl)-2-methoxypyridin-3-yl)methyl)amino)cyclohexane-1-carboxylate